3-(4-Aminoimidazo[2,1-f][1,2,4]triazin-7-yl)-N-(3-hydroxypropyl)-4-methylbenzenesulfonamide NC1=NC=NN2C1=NC=C2C=2C=C(C=CC2C)S(=O)(=O)NCCCO